(S)-N1-benzyl-N2-(7-(4-hydroxybut-1-yn-1-yl)-5-methyl-4-oxo-2,3,4,5-tetrahydrobenzo[b][1,4]oxazepin-3-yl)oxalamide C(C1=CC=CC=C1)NC(C(=O)N[C@@H]1C(N(C2=C(OC1)C=CC(=C2)C#CCCO)C)=O)=O